C(C(=C)C)(=O)OC(CC[Si](OC)(OC)OC)OCC1CO1 gamma-(methacryloyloxy)-glycidoxypropyltrimethoxysilane